linalyl propynoate C(C#C)(=O)OC(C)(C=C)CCC=C(C)C